2-carboxyarabinitol C(=O)(O)[C@](CO)(O)[C@H](O)[C@H](O)CO